(R)-2-(2-amino-[1,2,4]triazolo[1,5-a]pyridin-7-yl)-N-(1-(2-fluoro-5-(trifluoromethoxy)phenyl)ethyl)-5-methylpyrimidine-4-carboxamide NC1=NN2C(C=C(C=C2)C2=NC=C(C(=N2)C(=O)N[C@H](C)C2=C(C=CC(=C2)OC(F)(F)F)F)C)=N1